C(C)(C)(C)OC(=O)N1CC2(CC2)[C@@H]([C@@H]1CC1=C(C(=CC=C1)C1=CC(=CC(=C1)F)F)F)N (6s,7s)-7-amino-6-[[3-(3,5-difluorophenyl)-2-fluoro-phenyl]methyl]-5-azaspiro[2.4]heptane-5-carboxylic acid tert-butyl ester